1-(4-(1-(pyridin-3-ylmethyl)-1H-pyrazol-3-yl)-2-(4-(trifluoromethyl)benzyl)-5,8-dihydropyrido[3,4-d]pyrimidin-7(6H)-yl)prop-2-en-1-one N1=CC(=CC=C1)CN1N=C(C=C1)C=1C2=C(N=C(N1)CC1=CC=C(C=C1)C(F)(F)F)CN(CC2)C(C=C)=O